F[B-](F)(F)F.BrC1=CC=CC=C1 2-bromobenzene tetrafluoroborate